C(C)(C)(C)OC(=O)N1CCC(CC1)C(=O)N1CCN(CC1)C(C1=C(C=C(C=C1)NC(=O)C=1N(C(=CN1)C=1C(=NN(C1)C1=NC=CC=N1)C(F)(F)F)C)Cl)=O 4-(4-(2-chloro-4-(1-methyl-5-(1-(pyrimidin-2-yl)-3-(trifluoromethyl)-pyrazol-4-yl)-imidazole-2-carboxamido)benzoyl)piperazine-1-carbonyl)piperidine-1-carboxylic acid tert-butyl ester